(4-(2-Amino-7-bromothieno[3,2-d]pyrimidin-4-yl)-1H-1,2,3-triazol-1-yl)methan NC=1N=C(C2=C(N1)C(=CS2)Br)C=2N=NN(C2)C